2-[(1Z)-1-{[2-chloro-4-(4-methoxyphenoxy)phenyl]methylene}-5-fluoro-2-methyl-1H-inden-3-yl]acetic acid ClC1=C(C=CC(=C1)OC1=CC=C(C=C1)OC)\C=C/1\C(=C(C2=CC(=CC=C12)F)CC(=O)O)C